N-(1-((1s,3s)-3-ethoxycyclobutyl)-3-(5-fluoropyridin-2-yl)-1H-pyrazol-4-yl)-2-(1H-pyrazol-4-yl)thiazole-4-carboxamide formate C(=O)O.C(C)OC1CC(C1)N1N=C(C(=C1)NC(=O)C=1N=C(SC1)C=1C=NNC1)C1=NC=C(C=C1)F